C(=CC1=CC=CC=C1)S(=O)(=O)[O-] Styrenesulfonat